3,3,5-trimethyl-4-isocyanatomethylcyclohexane CC1(CCCC(C1CN=C=O)C)C